[1,4]oxazino[2,3-c]quinolin N1=CCOC=2C=NC=3C=CC=CC3C21